1,1,2,3-tetramethylguanidine CN(C(=NC)NC)C